C(#N)C1=C(C=CC(=C1)C1=NN(C=N1)C1=CC=C(C=C1)OC(F)(F)F)NC(=O)\N=C\1/SCC(N1C1=C(C=CC(=C1)N(C)C)C(C)C)=O (Z)-1-(2-cyano-4-(1-(4-(trifluoromethoxy)phenyl)-1H-1,2,4-triazol-3-yl)phenyl)-3-(3-(5-(dimethylamino)-2-isopropylphenyl)-4-oxothiazolidin-2-ylidene)urea